6-(1-(6-(3-chlorophenyl)-1H-imidazo[4,5-b]pyrazin-1-yl)ethyl)-5,7-difluoroquinoline ClC=1C=C(C=CC1)C1=CN=C2C(=N1)N(C=N2)C(C)C=2C(=C1C=CC=NC1=CC2F)F